FC(C=1C=NC(=NC1)N1CCCCC1)(F)F 1-[5-(trifluoromethyl)pyrimidin-2-yl]piperidine